C(#N)C=1C=NN2C1C(=CC(=C2)C=2C=NN(C2C)C2CCN(CC2)C(=O)OC(C)(C)C)OS(=O)(=O)C(F)(F)F t-Butyl 4-[4-[3-cyano-4-(trifluoromethylsulfonyloxy)pyrazolo[1,5-a]pyridin-6-yl]-5-methyl-pyrazol-1-yl]piperidine-1-carboxylate